S1C=CC2=NC(=CC=C21)CNC(=O)[C@@H]2NCCN(C2)C=2C=1C(N=CN2)=NN(C1)C1=CC=C(C=C1)C(F)(F)F (R)-N-(thieno[3,2-b]pyridin-5-ylmethyl)-4-(2-(4-(trifluoromethyl)phenyl)-2H-pyrazolo[3,4-d]pyrimidin-4-yl)piperazine-2-carboxamide